tert-butyl (2E)-6-{[(2S,3R,5R,6S)-3,5-bis[(tert-butyldimethylsilyl)oxy]-6-methyloxan-2-yl]oxy}-6-methylhept-2-enoate [Si](C)(C)(C(C)(C)C)O[C@H]1[C@@H](O[C@H]([C@@H](C1)O[Si](C)(C)C(C)(C)C)C)OC(CC/C=C/C(=O)OC(C)(C)C)(C)C